C(C1=CC=CC=C1)N1CCN(CC1)C1=C(C=NC2=CC=CC=C12)[N-]C1=CC=CC2=CC=CC=C12 N-(4-(4-benzylpiperazin-1-yl)quinolin-3-yl)-1-naphthylamide